(quinazolin-4-yl)piperidine N1=CN=C(C2=CC=CC=C12)N1CCCCC1